3-Methyl-1-(2-(pyridin-4-yl)ethyl)-1H-indazole-6-amine CC1=NN(C2=CC(=CC=C12)N)CCC1=CC=NC=C1